2-(3,4-bis((4-dimethylaminophenyl)methoxy)benzylamino)ethanol CN(C1=CC=C(C=C1)COC=1C=C(CNCCO)C=CC1OCC1=CC=C(C=C1)N(C)C)C